ClC1=C(C(=C(N=N1)\N=C\1/SC2=C(N1COCC[Si](C)(C)C)C=CC=C2)C)C (2Z)-N-(6-chloro-4,5-dimethylpyridazin-3-yl)-3-{[2-(trimethylsilyl)ethoxy]methyl}-2,3-dihydro-1,3-benzothiazol-2-imine